(9R)-N-(1-(4-(4-(3-((2,6-dioxopiperidin-3-yl)amino)benzyl)piperazin-1-yl)benzyl)-1H-pyrazol-4-yl)-9-methyl-6-oxo-6,7,8,9-tetrahydropyrido[3',2':4,5]pyrrolo[1,2-a]pyrazine-2-carboxamide O=C1NC(CCC1NC=1C=C(CN2CCN(CC2)C2=CC=C(CN3N=CC(=C3)NC(=O)C=3C=CC=4C=C5N([C@@H](CNC5=O)C)C4N3)C=C2)C=CC1)=O